(1'R,2'S)-6-(4-hydroxyphenylethyl)-5'-methyl-2'-(prop-1-en-2-yl)-1',2',3',4'-tetrahydro-[1,1'-biphenyl]-2,4-diol OC1=CC=C(C=C1)CCC=1C=C(C=C(C1[C@H]1[C@H](CCC(=C1)C)C(=C)C)O)O